S1C2=C(C=C1C1=CC(CC1)N)SC=C2 3-(thieno[3,2-b]thiophen-2-yl)cyclopent-2-enamine